C(CCCC=CCCC=CC)=O 5,9-Undecadienal